3-chloro-N-((1R,3S,5s,7s)-2-(5-(3-cyano-6-ethoxypyrazolo[1,5-a]pyridin-4-yl)pyridin-2-yl)-2-azaadamantan-5-yl)picolinamide ClC=1C(=NC=CC1)C(=O)NC12C[C@H]3N([C@H](CC(C1)C3)C2)C2=NC=C(C=C2)C=2C=3N(C=C(C2)OCC)N=CC3C#N